3-(4-Cyclopropyl-6-methoxypyrimidin-5-yl)-1-(methyl-d3)-1,4,6,7-tetrahydro-5H-pyrazolo[4,3-c]pyridine-5-carboxylic acid tert-butyl ester C(C)(C)(C)OC(=O)N1CC2=C(CC1)N(N=C2C=2C(=NC=NC2OC)C2CC2)C([2H])([2H])[2H]